COCC(C)=O 1-methoxypropane-2-one